D-Hamamelopyranose OC1[C@](CO)(O)[C@H](O)[C@H](O)CO1